Imidazo[1,2-b][1,2,4]triazole N1N2C(N=C1)=NC=C2